NC(C(C)C1=C(C=CC2=C1C(=C(O2)C)C(=O)N)OCC2=C(C=CC=C2)F)=O (1-amino-1-oxopropan-2-yl)-5-((2-fluorobenzyl)oxy)-2-methylbenzofuran-3-carboxamide